FC1=C(C=CC(=C1F)OC)C1=CN=C2N1C=CN=C2NC2=CC(=C(C(=O)NCCCCCN(C)C)C=C2)CC 4-((3-(2,3-difluoro-4-methoxyphenyl)imidazo[1,2-a]pyrazin-8-yl)amino)-N-(5-(dimethylamino)pentyl)-2-ethylbenzamide